C1(CC1)C1=NN(C(=C1)NC(C(C)C=1C=NN(C1)C1=CC(=CC=C1)COC)=O)C(=O)OC(C)(C)C Tert-butyl 3-cyclopropyl-5-(2-(1-(3-(methoxymethyl) phenyl)-1H-pyrazol-4-yl) propanamido)-1H-pyrazole-1-carboxylate